ClP(=O)(OC1=CC=CC=C1)N[C@H](C(=O)OC(C)C)C Propan-2-yl (2S)-2-[[chloro(phenoxy)phosphoryl]amino]propanoate